O=S(OCCCCOS(=O)(C)=O)(C)=O anti-busulfan